9-Bromo-1-(4-methoxy-3-nitrophenyl)benzo[h][1,6]naphthyridin-2(1H)-one BrC1=CC=2C(=NC=C3C=CC(N(C23)C2=CC(=C(C=C2)OC)[N+](=O)[O-])=O)C=C1